C(N)(=N)C=1C=C(SC1)[C@@H](C)NC(=O)[C@H]1N(C[C@@H](C1)OC(F)F)C(CNC(=O)C1=CC2=C(OC3=C2C=CC=C3)C=C1)=O (2S,4R)-N-((R)-1-(4-carbamimidoylthiophen-2-yl)ethyl)-1-((dibenzo[b,d]furan-2-carbonyl)glycyl)-4-(difluoromethoxy)pyrrolidine-2-carboxamide